C(C)(=O)NC(C(=O)OC)=C methyl 2-acetamidoacrylate